FCCCCCC(C(=O)O)(C(=O)O)C 2-(5-fluoro-pentyl)-2-methylmalonic acid